ethyltrimethoxysilanetriol C(C)[Si](OOC)(OOC)OOC